(E)-2-chloro-3-(hydroxymethyl)cyclohexene-1-formaldehyde ClC1=C(CCCC1CO)C=O